BrC1=NN(C(=N1)Br)C1=CC=CC=C1 3,5-dibromo-1-phenyl-1,2,4-triazole